1,4-Phenylene Bis(1,3-dioxo-1,3-dihydroisobenzofuran-5-carboxylate) O=C1OC(C2=CC(=CC=C12)C(=O)OC1=CC=C(C=C1)OC(=O)C=1C=C2C(OC(C2=CC1)=O)=O)=O